C1=CC=CC=2C3=CC=CC=C3C(=CC12)C1=C(C(=CC(=C1)C(C)(C)C1=CC(=C(C(=C1)C=1C2=CC=CC=C2C=2C=CC=CC2C1)O)C=1C2=CC=CC=C2C=2C=CC=CC2C1)C=1C2=CC=CC=C2C=2C=CC=CC2C1)O 2,6-di(phenanthren-9-yl)-4-[1-(3,5-di(phenanthren-9-yl)-4-hydroxyphenyl)-1-methyl-ethyl]phenol